ClC1=CC=C(C=C1)C(=C1CCN(CC1)C(=O)N(C1COC1)C)C#N 4-((4-chlorophenyl)(cyano)methylene)-N-methyl-N-(oxetan-3-yl)piperidine-1-carboxamide